tert-butyl 2-[3-(4,4,5,5-tetramethyl-1,3,2-dioxaborolan-2-yl)pyrazol-1-yl]acetate CC1(OB(OC1(C)C)C1=NN(C=C1)CC(=O)OC(C)(C)C)C